BrC=1C=CC(=C(C1)C1=CC=CC=C1)Cl 5-bromo-2-chloro-1,1'-biphenyl